N1NCC2C1=CN=CC2 tetrahydro-pyrazolo[3,4-C]pyridine